4-acrylamidophenyl-4-guanidinobenzoate C(C=C)(=O)NC1=CC=C(C=C1)OC(C1=CC=C(C=C1)NC(=N)N)=O